N1=CC=CC2=C(C=CC=C12)N1CCC2(OCCO2)CC1 8-(5-quinolinyl)-1,4-dioxa-8-azaspiro[4.5]decane